CN(CC(C(/C=C/C1=CC=C(C=C1)F)=O)C)C (E)-5-(dimethylamino)-1-(4-Fluorophenyl)-4-methyl-Pent-1-en-3-one